2-anilino-6-chloro-3-(pyridin-4-yl)quinazolin-4(3H)-one N(C1=CC=CC=C1)C1=NC2=CC=C(C=C2C(N1C1=CC=NC=C1)=O)Cl